C(C)(C)(C)OC(=O)N1C[C@H](CC1)N1C(N(C=2C1=NC=CC2)C2=CC=C(C=C2)C2=CC=C(C=C2)C#N)=O (S)-3-(1-(4'-cyano-[1,1'-biphenyl]-4-yl)-2-oxo-1,2-dihydro-3H-imidazo[4,5-b]pyridin-3-yl)pyrrolidine-1-carboxylic acid tert-butyl ester